(3R)-3-amino-1,1-dioxo-7-[5-(2,2,2-trifluoroethyl)-1,3,4-oxadiazol-2-yl]-5-[[4-(trifluoromethoxy)phenyl]methyl]-2,3-dihydro-1lambda6,5-benzothiazepin-4-one N[C@H]1CS(C2=C(N(C1=O)CC1=CC=C(C=C1)OC(F)(F)F)C=C(C=C2)C=2OC(=NN2)CC(F)(F)F)(=O)=O